NC1=C(C=C(C=C1C(=O)N)\C=C\C(=O)NC1=CC=C(C=C1)Cl)C1=CC=C(C=C1)S(N)(=O)=O (E)-2-amino-5-(3-((4-chlorophenyl)amino)-3-oxoprop-1-en-1-yl)-4'-sulfamoyl-[1,1'-biphenyl]-3-carboxamide